BrC=1C=C(C(=O)Cl)C=CC1Br 3,4-dibromobenzoyl chloride